4-(benzyloxy)-3-fluoroaniline C(C1=CC=CC=C1)OC1=C(C=C(N)C=C1)F